5-(1,1-difluoroethyl)-1,3,4-thiadiazol-2-amine FC(C)(F)C1=NN=C(S1)N